ClC1(COOCC2(CC=C(C=C2)Cl)Cl)CC=C(C=C1)Cl 1,4-dichlorobenzyl peroxide